[N+](=O)([O-])C1=CC=C(C(=O)NC(CC(=O)O)CCC)C=C1 beta-p-nitrobenzoylaminocaproic acid